FC1(CNC1)CNC=1C=2N(C=CC1)C(=C(N2)C#CCNC2=C(C=C(C(=O)NC)C=C2)OC)SC(F)(F)F 4-((3-(8-(((3-fluoroazetidin-3-yl)methyl)amino)-3-((trifluoromethyl)thio)imidazo[1,2-a]pyridin-2-yl)prop-2-yn-1-yl)amino)-3-methoxy-N-methylbenzamide